2-[4-bromo-3-(trifluoromethyl)pyrazol-1-yl]-4-methoxy-pyrimidine BrC=1C(=NN(C1)C1=NC=CC(=N1)OC)C(F)(F)F